N-Di-methylaminoethylpiperidin CN(C)CCN1CCCCC1